3-(7-((1-(4-(1H-Imidazol-2-yl)benzoyl)piperidin-4-yl)oxy)-1-methyl-1H-indazol-3-yl)piperidine-2,6-dione N1C(=NC=C1)C1=CC=C(C(=O)N2CCC(CC2)OC=2C=CC=C3C(=NN(C23)C)C2C(NC(CC2)=O)=O)C=C1